(2S,3S)-3-Phenyl-2-(phenylamino)butanal C1(=CC=CC=C1)[C@@H]([C@@H](C=O)NC1=CC=CC=C1)C